ethyl 4-[6-(4,4-difluoropiperidin-1-yl)-5-fluoropyridin-3-yl]-2,4-dioxobutanoate FC1(CCN(CC1)C1=C(C=C(C=N1)C(CC(C(=O)OCC)=O)=O)F)F